N-[4-(4-aminopiperidine-1-carbonyl)-3-chloro-phenyl]-5-[2,3-difluoro-4-[1-(2-methoxyethyl)-3-methyl-pyrazol-4-yl]phenyl]-1-methyl-imidazole-2-carboxamide NC1CCN(CC1)C(=O)C1=C(C=C(C=C1)NC(=O)C=1N(C(=CN1)C1=C(C(=C(C=C1)C=1C(=NN(C1)CCOC)C)F)F)C)Cl